1-(4-((7-methoxy-4-(quinolin-6-ylamino)quinazolin-6-yl)oxy)piperidin-1-yl)prop-2-en-1-one COC1=C(C=C2C(=NC=NC2=C1)NC=1C=C2C=CC=NC2=CC1)OC1CCN(CC1)C(C=C)=O